C(CCCCCCCCCCCCCCCCCCC)(=O)OOC(CCCCCCCCCCCCCCCCCCC)=O eicosanoyl peroxide